ClC1=C(C=CC(=C1)Cl)C=1CCCC2=C(C1C1=CC=C(C=C1)O[C@@H]1CN(CC1)CCCF)C=CC(=C2)NC(C(=O)OCC)=O Ethyl (S)-2-((8-(2,4-dichlorophenyl)-9-(4-((1-(3-fluoropropyl) pyrrolidin-3-yl) oxy) phenyl)-6,7-dihydro-5H-benzo[7]annulen-3-yl) amino)-2-oxoacetate